2-[(ethylsulfinyl)methyl]glutaric acid C(C)S(=O)CC(C(=O)O)CCC(=O)O